3-methyl-2,4,6-octatrienic acid CC(=CC(=O)O)C=CC=CC